N(=O)SC[C@H](NC(C)=O)C(=O)O S-nitroso-N-acetyl-L-cysteine